copper bisglycinate NCC(=O)[O-].NCC(=O)[O-].[Cu+2]